(R)-5-(1-(3,3-difluoropyrrolidin-1-yl)-2-methoxyethyl)-1-(1H-pyrazol-4-yl)-4,6,7,8-tetrahydro-3H-9-oxa-2-thia-4-azabenzo[cd]azulen-3-one FC1(CN(CC1)[C@@H](COC)C=1NC(C=2SC(=C3OCCCC1C23)C=2C=NNC2)=O)F